(S)-2-(6-Chloro-2-((R)-3-methoxypyrrolidine-1-carbonyl)-1,2,3,4-tetrahydroisoquinolin-8-yl)pyrrolidine-1-carboxylic acid tertButyl ester C(C)(C)(C)OC(=O)N1[C@@H](CCC1)C=1C=C(C=C2CCN(CC12)C(=O)N1C[C@@H](CC1)OC)Cl